C1(C2C(C(=O)O1)O2)=O Maleic anhydride oxide